C1(CC1)CN1C2CC(CC1CC2)N2CCC(CC2)C=2C(=CC1=C(N(C(=N1)C1=CC=C(C=C1)S(=O)(=O)C)C)C2)F 6-(1-(8-(cyclopropylmethyl)-8-azabicyclo[3.2.1]oct-3-yl)piperidin-4-yl)-5-fluoro-1-methyl-2-(4-(methylsulfonyl)phenyl)-1H-benzo[d]imidazole